C(C)(C)(C)OC(=O)NS(OC[C@H]1O[C@H]([C@H]([C@@H]1O)F)N1C2=NC=NC(=C2N=C1)NC1=CC(=CC=C1)SC(F)(F)F)(=O)=O ((2R,3R,4S,5R)-4-fluoro-3-hydroxy-5-(6-((3-((trifluoromethyl)thio)phenyl)amino)-9H-purin-9-yl)tetrahydrofuran-2-yl)methyl (tert-butoxycarbonyl)sulfamate